(z)-3-(5-fluoro-3-pyridinyl)-3-hydroxy-prop-2-enoic acid methyl ester COC(\C=C(/O)\C=1C=NC=C(C1)F)=O